O=C(CCCCC(=O)O)OCC(CCC)CCC 6-Oxo-6-[(2-propylpentyl)oxy]hexanoic acid